ClC=1C=CC2=C(C(=NCC3=C2N=CN=C3)C3=CC=C(C=C3)OC)C1 9-Chloro-7-(4-methoxy-phenyl)-5H-benzo[c]pyrimido[4,5-e]azepin